C[C@H](CCC(=O)O[C@H]1[C@@H]([C@H]([C@@H]([C@H](O1)C(=O)O)O)O)O)[C@H]2CC[C@@H]3[C@@]2(CC[C@H]4[C@H]3CC[C@H]5[C@@]4(CC[C@H](C5)O)C)C The molecule is a steroid glucosiduronic acid obtained by formal condensation of the carboxy group of lithodeoxycholic acid with the anomeric hydroxy group of beta-D-glucuronic acid. It has a role as a human urinary metabolite. It is a beta-D-glucosiduronic acid, a steroid glucosiduronic acid and an O-acyl carbohydrate. It derives from a lithocholic acid. It is a conjugate acid of a lithocholic acid 24-O-(beta-D-glucuronide)(1-).